2-{3-methoxy-4-[(1r,3r)-3-(dimethylamino)cyclobutoxy]phenylamino}-4-(6-methyl-3-quinolylamino)pyrimidine COC=1C=C(C=CC1OC1CC(C1)N(C)C)NC1=NC=CC(=N1)NC=1C=NC2=CC=C(C=C2C1)C